3-(4-((4-(4-((1R,2S)-6-hydroxy-2-phenyl-1,2,3,4-tetrahydronaphthalen-1-yl)phenyl)piperazin-1-yl)methyl)-1-oxoisoindolin-2-yl)piperidine-2,6-dione OC=1C=C2CC[C@@H]([C@@H](C2=CC1)C1=CC=C(C=C1)N1CCN(CC1)CC1=C2CN(C(C2=CC=C1)=O)C1C(NC(CC1)=O)=O)C1=CC=CC=C1